(4-(1-methyl-1H-pyrazol-3-yl)phenyl)methanone CN1N=C(C=C1)C1=CC=C(C=C1)C=O